6-chloro-3-fluoro-8-((1S,2S)-2-(5-(trifluoromethyl)pyrimidin-2-yl)cyclopropyl)imidazo[1,2-b]pyridazine ClC=1C=C(C=2N(N1)C(=CN2)F)[C@@H]2[C@H](C2)C2=NC=C(C=N2)C(F)(F)F